C(#N)C1=CC(=C(COC2=CC=CC(=N2)C2=CC(=C(CC3=NC4=C(N3[C@H]3COCC35CC5)C=C(C=C4)C(=O)O)C=C2F)F)C=C1)F (R)-2-(4-(6-((4-cyano-2-fluorobenzyl)oxy)pyridin-2-yl)-2,5-difluorobenzyl)-1-(5-oxaspiro[2.4]heptan-7-yl)-1H-benzo[d]imidazole-6-carboxylic acid